1H-benzo[d]imidazole-7-carbonitrile N1C=NC2=C1C(=CC=C2)C#N